S1C=NN=C1 1,3,4-Thiadiazol